ClC1=C(C=CC2=CN(N=C12)CC1=C2C=CNC2=C(C=C1OC)C)C#N 7-chloro-2-((5-methoxy-7-methyl-1H-indol-4-yl)methyl)-2H-indazole-6-carbonitrile